FC1(CCN(CC1)C(=O)C=1C=C2C(=NC1)N(C=C2)C=2C=C(C=NC2)C(C(=O)N)(C)C)F 2-(5-(5-(4,4-difluoropiperidine-1-carbonyl)-1H-pyrrolo[2,3-b]pyridin-1-yl)pyridin-3-yl)-2-methylpropanamide